1-(cyclopropylmethyl)-1-[(2,4-dimethoxyphenyl)methyl]thiourea C1(CC1)CN(C(=S)N)CC1=C(C=C(C=C1)OC)OC